tert-butyl (S)-azepan-4-ylcarbamate N1CC[C@H](CCC1)NC(OC(C)(C)C)=O